OC1=C(CC(C(=C1)C(=O)O)O)C(=O)O 2,5-dihydroxycyclohexa-1,3-diene-1,4-dicarboxylic acid